(4-Fluorobenzyl)-4-hydroxy-N-((1s,4s)-4-methylcyclohexyl)-2-oxo-1,2-dihydro-1,8-naphthyridine-3-carboxamide FC1=CC=C(CN2C(C(=C(C3=CC=CN=C23)O)C(=O)NC2CCC(CC2)C)=O)C=C1